ClC1=C(C(C2=C(NC(=N2)C)C1=O)=O)NCCC1=CC=CC=C1 6-chloro-2-methyl-5-(phenethylamino)-1H-benzo[d]imidazole-4,7-dione